rac-tert-butyl 4-tert-butyl-2-[6-(1,3-dimethylindazole-6-amido)imidazo[1,2-a]pyrazin-2-yl]pyrrolidine-1-carboxylate C(C)(C)(C)C1CC(N(C1)C(=O)OC(C)(C)C)C=1N=C2N(C=C(N=C2)NC(=O)C2=CC=C3C(=NN(C3=C2)C)C)C1